C(C)(C)[Sn](Cl)(Cl)Cl Iso-propyltin Trichloride